4,4'-diaminodiphenyl oxide C1=CC(=CC=C1N)OC2=CC=C(C=C2)N